C(C)(=O)O.C(C)(=O)O.C(CCCCC)O hexanol diacetate